NC1=NC=C(C2=C1C(=NN2[C@@H]2CN(CC2)C(C=C)=O)C#CC2=C(C(=CC(=C2F)OC)OC)F)C(C)(C)O (S)-1-(3-(4-amino-3-((2,6-difluoro-3,5-dimethoxyphenyl)ethynyl)-7-(2-hydroxypropan-2-yl)-1H-pyrazolo[4,3-c]pyridin-1-yl)pyrrolidin-1-yl)prop-2-en-1-one